5-(cyclopropylmethyl)-4-(4-cyclopropylphenyl)-7-iodo-2-(2-methyl-2H-indazol-5-yl)-2,5-dihydro-3H-pyrrolo[3,2-c]pyridazin-3-one C1(CC1)CN1C=C(C2=NN(C(C(=C21)C2=CC=C(C=C2)C2CC2)=O)C2=CC1=CN(N=C1C=C2)C)I